NC(C)(C)C1=C2C=C(N=CC2=C(N=C1)NC)NC=1N=C(C(=NC1)C#N)C(C)C 5-((5-(2-aminopropan-2-yl)-8-(methylamino)-2,7-naphthyridin-3-yl)amino)-3-isopropylpyrazine-2-carbonitrile